ClC1=C(C(=O)C2=CNC3=C2C2=C(NC(C(N2)(C)COC)=O)C=N3)C=CC(=C1)OC1=NC=CC(=C1)C 9-(2-chloro-4-((4-methylpyridin-2-yl)oxy)benzoyl)-2-(methoxymethyl)-2-methyl-1,2,4,7-tetrahydro-3H-pyrrolo[3',2':5,6]Pyrido[3,4-b]Pyrazin-3-one